(S)-1-(1-(2-chloro-5-iodopyridin-4-yl)piperidin-3-yl)-N,N-dimethylmethylamine ClC1=NC=C(C(=C1)N1C[C@@H](CCC1)CN(C)C)I